C(C1=CC=CC=C1)N1C2=CC=CC(=C2C=2[C@@H](SCCC12)C(N)=O)OCC(=O)O (R,S)-(9-benzyl-4-carbamoyl-3-thia-1,2,3,4-tetrahydrocarbazol-5-yl)oxyacetic acid